CC12CCC(CC2C1CCC(C)=O)=O 6-Methyl-7-(3-oxobutyl)-bicyclo[4.1.0]heptan-3-one